C(C)(C)N1N=C(C=C1)C=1C(=C2C(=NC(=NN2C1)C1=NC=CC=C1)N1C[C@@H](CC1)COC)C1=CC=CC=C1 |r| rac-6-(1-Isopropyl-1H-pyrazol-3-yl)-4-(3-(methoxymethyl)pyrrolidin-1-yl)-5-phenyl-2-(pyridin-2-yl)pyrrolo[2,1-f][1,2,4]triazine